(S)-1-[2-(Benzo[d]isoxazol-3-yl)phenyl]-2-(3-fluoropyridin-2-yl)ethan-1-amine hydrochloride Cl.O1N=C(C2=C1C=CC=C2)C2=C(C=CC=C2)[C@H](CC2=NC=CC=C2F)N